C1(CC1)C1=C(C(=O)NN)C=C(C=C1)OC(F)(F)F 2-Cyclopropyl-5-(trifluoromethoxy)benzoyl-hydrazine